4-chloro-3-iodo-1H-pyrazolo[4,3-c]Pyridine ClC1=NC=CC2=C1C(=NN2)I